CN1C(NC2=C1C=C(C=C2)[N+](=O)[O-])=O 1-methyl-6-nitro-1,3-dihydro-2H-benzo[d]imidazol-2-one